N1=C(C=C2N1CCNC2)N 4,5,6,7-tetrahydropyrazolo[1,5-a]pyrazin-2-amine